4-chloro-6-(4-fluorophenyl)quinolone ClC1=CC(NC2=CC=C(C=C12)C1=CC=C(C=C1)F)=O